C(#N)C1(CCN(CC1)C1=C(C=NC2=CC(=C(C=C12)F)F)C(=O)N1CCN(CC1)C(=O)N(C)C)C 4-(4-(4-cyano-4-methylpiperidin-1-yl)-6,7-difluoroquinoline-3-carbonyl)-N,N-dimethylpiperazine-1-carboxamide